s-trichlorotriazine C1(=NC(=NC(=N1)Cl)Cl)Cl